CC1CC(N(CC1)C1=C2CCNCC2=CC=C1)=O 4-Methyl-1-(1,2,3,4-tetrahydroisoquinolin-5-yl)piperidin-2-one